ClC=1C=CC(=C(C1)C1=CC(=C(N=N1)C)NC1=CC(=NC=C1)NC(CCN1CCN(CC1)CCC#N)=O)F N-(4-{[6-(5-Chloro-2-Fluorophenyl)-3-Methylpyridazin-4-yl]Amino}Pyridin-2-yl)-3-[4-(2-Cyanoethyl)Piperazin-1-yl]Propanamid